N-[(3S,4R)-3-fluoro-1-methylpiperidin-4-yl]-2-{3-[(4-methanesulfonyl-2-methoxyphenyl)amino]prop-1-yn-1-yl}-1-(2,2,2-trifluoroethyl)-1H-indol-4-amine F[C@H]1CN(CC[C@H]1NC=1C=2C=C(N(C2C=CC1)CC(F)(F)F)C#CCNC1=C(C=C(C=C1)S(=O)(=O)C)OC)C